C1(=CC=CC=C1)COCCOCCOCCOCC1CC(C1)NC(OC(C)(C)C)=O tert-butyl ((1R,3R)-3-(12-phenyl-2,5,8,11-tetraoxadodecyl)cyclobutyl)carbamate